8-bromo-1-(3,5-difluoropyridin-4-yl)-7-methoxy-1H,2H,3H-imidazo[4,5-c]quinolin-2-one BrC1=CC=2C3=C(C=NC2C=C1OC)NC(N3C3=C(C=NC=C3F)F)=O